BrC1=CC2=CN(N=C2C(=C1)O)C 5-bromo-2-methylindazol-7-ol